COC(CN(C(=O)C1(CCCCC1)C)C)OC N-(2,2-dimethoxyethyl)-N,1-dimethylcyclohexane-1-carboxamide